CC=1C(=NC(=NC1)NC1=CC(=C(C(=O)N)C=C1)N1CCCC1)NC=1C=CC2=C(NC(O2)=O)C1 4-[5-Methyl-4-(2-oxo-2,3-dihydro-benzooxazol-5-ylamino)-pyrimidin-2-ylamino]-2-pyrrolidin-1-yl-benzamide